ClC=1C=C(C(=NC1)OC)S(=O)(=O)NC1=C(C(=C(C=C1)F)C=1C=C2C=NC(=NC2=CC1)NC1CCC(CC1)O)F 5-chloro-N-(2,4-difluoro-3-(2-(((1s,4s)-4-hydroxycyclohexyl)amino)quinazolin-6-yl)phenyl)-2-methoxypyridine-3-sulfonamide